ClC1=CC(=C(C=C1F)N(S(=O)(=O)C1=C(NC2=CC(=CC=C12)OC)F)COC)F N-(4-chloro-2,5-difluorophenyl)-2-fluoro-6-methoxy-N-(methoxymethyl)-1H-indole-3-sulfonamide